OC1CN(C1)CC1=C(C=C2C(N(C(C2=C1)=O)C=1C(=C(C=CC1)C1=CC=CC=C1)C)=O)OCC=1C=C(C#N)C=CC1 3-(((6-((3-Hydroxyazetidin-1-yl)methyl)-2-(2-methyl-[1,1'-biphenyl]-3-yl)-1,3-Dioxoisoindolin-5-yl)oxy)methyl)benzonitrile